N=1C2(C=C3C1C=C1N3NC=3C=C(C=CC13)C(=O)O)C=NC1=CC=CC=C12 spiro[indole-3,2'-pyrrolo[2',3':4,5]pyrrolo[1,2-b]indazole]-7'-carboxylic acid